N-[3-Fluoro-4-[(7-methoxy-1,5-naphthyridin-4-yl)oxy]phenyl]-4-hydroxy-6-methyl-5-(3-thienyl)pyridine-3-carboxamide FC=1C=C(C=CC1OC1=CC=NC2=CC(=CN=C12)OC)NC(=O)C=1C=NC(=C(C1O)C1=CSC=C1)C